COC(CC1=CC=C(C=C1)C=CC(=O)[O-])=O 3-(4-(2-methoxy-2-oxoethyl)phenyl)acrylate